3-(2-chloro-3-fluoropyridin-4-yl)-1H-pyrazolo[3,4-b]pyrazin-6-yl-1,3-dihydrospiro[indene-2,4'-piperidin]-3-amine ClC1=NC=CC(=C1F)C1=NNC2=NC(=CN=C21)N2CCC1(CC2)CC2=CC=CC=C2C1N